BrC=1C(=C2C(=NC1)NC(=N2)C2=CC=C(C=C2)N2CCN(CC2)CCOCC)NC2CCN(CC2)CC2CC2 6-Bromo-N-[1-(cyclopropylmethyl)piperidin-4-yl]-2-{4-[4-(2-ethoxyethyl)piperazin-1-yl]phenyl}-3H-imidazo[4,5-b]pyridin-7-amine